ClC1=CC2=C(N(C(N=C2N2[C@H](CN(CC2)C(=O)OC(C)(C)C)C)=O)C=2C(=NC=NC2C(C)C)C(C)C)N=C1C1=C(C=CC=2C=COC21)F tert-butyl (3S)-4-(6-chloro-1-(4,6-diisopropylpyrimidin-5-yl)-7-(6-fluorobenzofuran-7-yl)-2-oxo-1,2-dihydropyrido[2,3-d]pyrimidin-4-yl)-3-methylpiperazine-1-carboxylate